(Cis)-N1-((1R,2S)-2-(3'-(trifluoromethyl)-[1,1'-biphenyl]-4-yl)cyclopropyl)cyclohexane-1,4-diamine FC(C=1C=C(C=CC1)C1=CC=C(C=C1)[C@H]1[C@@H](C1)N[C@@H]1CC[C@@H](CC1)N)(F)F